N-(2-(methylamino)ethyl)acetamide hydrochloride Cl.CNCCNC(C)=O